BrC1=CC=C2C(=NC(N(C2=C1)C1=CC(=NN1C)C(=O)O)=O)N(C)C 5-(7-Bromo-4-(dimethylamino)-2-oxoquinazolin-1(2H)-yl)-1-methyl-1H-pyrazole-3-carboxylic acid